ClC1=NC=C2NC(N(C2=N1)CC1OCCC1)=O 2-chloro-9-((tetrahydrofuran-2-yl)methyl)-7,9-dihydro-8H-purin-8-one